FC1=CC=C(C=C1)C1=NN2C(CN(CC2)CC2=NC=CC=C2)=C1C1=CC(=NC=C1)C 2-(4-fluorophenyl)-3-(2-methylpyridin-4-yl)-5-(pyridin-2-ylmethyl)-4,5,6,7-tetrahydropyrazolo[1,5-a]pyrazine